tert-Butyl N-[2-[2-[2-[2-[(4R)-4-[[(3S)-2,6-dioxopiperidin-3-yl]carbamoyl]-3,4-dihydroquinolin-1(2H)-yl]-2-oxoethoxy]ethoxy]ethoxy]ethyl]carbamate O=C1NC(CC[C@@H]1NC(=O)[C@@H]1CCN(C2=CC=CC=C12)C(COCCOCCOCCNC(OC(C)(C)C)=O)=O)=O